(R)-2-benzylamino-2,5,5-trimethylhexanoic acid C(C1=CC=CC=C1)N[C@@](C(=O)O)(CCC(C)(C)C)C